FC1(CCN(CC1)C1=NC(=CC(=C1)N1N=NC(=C1)C1=C(C=C(C=C1)NS(=O)(=O)CCO)N1CCC2(CC2)CC1)C)F N-(4-(1-(2-(4,4-difluoropiperidin-1-yl)-6-methylpyridin-4-yl)-1H-1,2,3-triazol-4-yl)-3-(6-azaspiro[2.5]octan-6-yl)phenyl)-2-hydroxyethane-1-sulfonamide